(E)-N1-(1-ethylpyrrolidin-3-yl)-N8-hydroxy-2-((naphthalen-1-yloxy)methyl)-2-octenediamide C(C)N1CC(CC1)NC(\C(=C\CCCCC(=O)NO)\COC1=CC=CC2=CC=CC=C12)=O